((trans-3-((tert-butyldiphenylsilyl)oxy)cyclobutyl)amino)-2-chloropyrimidine-5-carboxylic acid [Si](C1=CC=CC=C1)(C1=CC=CC=C1)(C(C)(C)C)O[C@@H]1C[C@H](C1)NC1=NC(=NC=C1C(=O)O)Cl